4-(1,1-Difluoroethyl)-2-fluoro-N,N-bis(4-methoxybenzyl)-5-(4,4,5,5-tetramethyl-1,3,2-dioxaborolan-2-yl)aniline FC(C)(F)C1=CC(=C(N(CC2=CC=C(C=C2)OC)CC2=CC=C(C=C2)OC)C=C1B1OC(C(O1)(C)C)(C)C)F